CNCC[C@@H](OC1=CC=CC=2OCOC21)C2=CC=CC=C2 (R)-N-methyl-3-phenyl-3-[(benzo[d][1,3]-dioxolan-4-yl)-oxy]propylamine